(4-piperidin-4-yl)aniline Methyl-(((3-aminoadamantan-1-yl)oxy)carbonyl)-L-alaninate CN([C@@H](C)C(=O)O)C(=O)OC12CC3(CC(CC(C1)C3)C2)N.N2CCC(CC2)C2=CC=C(N)C=C2